FC(S(=O)(=O)OC1=C[C@@H](OC2=CC=CC=C12)CN([C@H](C)C1=CC=CC2=CC=CC=C12)C(=O)OC(C)(C)C)(F)F (R)-2-(((tert-butoxycarbonyl) ((R)-1-(naphthalen-1-yl) ethyl) amino) methyl)-2H-chromen-4-yl trifluoromethanesulfonate